9-(benzylsulfonyl)-3,4-dihydropyrido[2,1-c][1,2,4]thiadiazine 2,2-dioxide C(C1=CC=CC=C1)S(=O)(=O)C1=CC=CN2C1=NS(CC2)(=O)=O